BrCC1=C(C2=C(ONO2)C(=C1)OC)C1=C(C=C(C=2ONOC21)OC)CBr 5,5'-bisbromomethyl-7,7'-dimethoxy-4,4'-bibenzo[d][1,3]Dioxazole